bromocrotonic acid ethyl ester C(C)OC(\C(=C\C)\Br)=O